The molecule is a nucleotide-amino acid that is the N(6)-L-threonylcarbamoyl derivative of adenine 5'-monophosphate. It is a member of ureas, a nucleotide-amino acid and a L-threonine derivative. It derives from an adenosine 5'-monophosphate. C[C@H]([C@@H](C(=O)O)NC(=O)NC1=C2C(=NC=N1)N(C=N2)[C@H]3[C@@H]([C@@H]([C@H](O3)COP(=O)(O)O)O)O)O